laurylalanine diethanolamine salt N(CCO)CCO.C(CCCCCCCCCCC)N[C@@H](C)C(=O)O